6-(2-amino-5-(3-((dimethylamino)methyl)-4-(piperazin-1-yl)phenyl)-6-fluoropyridin-3-yl)-3,4-dihydroisoquinolin-1(2H)-one NC1=NC(=C(C=C1C=1C=C2CCNC(C2=CC1)=O)C1=CC(=C(C=C1)N1CCNCC1)CN(C)C)F